N-{1-[3-(1H-imidazol-1-yl)phenyl]ethyl}acetamide N1(C=NC=C1)C=1C=C(C=CC1)C(C)NC(C)=O